(E)-1,2,3-trimethoxy-5-(4-methoxy-3-nitrostyryl)benzene tert-Butyl-((S)-3-(((R*)-1-(3-chloro-6-pivalamidopyridazin-4-yl)-3-methoxypropyl)amino)-1,1,1-trifluoropropan-2-yl)carbamate C(C)(C)(C)N(C(O)=O)[C@H](C(F)(F)F)CN[C@H](CCOC)C1=C(N=NC(=C1)NC(C(C)(C)C)=O)Cl.COC1=C(C(=CC(=C1)\C=C\C1=CC(=C(C=C1)OC)[N+](=O)[O-])OC)OC |o1:15|